acryloyl-oxy-2,2,6,6-tetramethylpiperidine C(C=C)(=O)ON1C(CCCC1(C)C)(C)C